4-(5-phenyl-4,5-dihydro-1H-pyrazole-1-carbonyl)piperidin C1(=CC=CC=C1)C1CC=NN1C(=O)C1CCNCC1